5-(3-(3-fluoro-5-(trifluoromethyl)phenoxy)azetidin-1-yl)-1-methyl-1H-pyrazole-4-carboxylic acid FC=1C=C(OC2CN(C2)C2=C(C=NN2C)C(=O)O)C=C(C1)C(F)(F)F